Diamino-diphenylmethan NC(C1=CC=CC=C1)(C1=CC=CC=C1)N